[C@@H]1(C[C@H](CCC1)C=O)C=O (1R,3S)-cyclohexane-1,3-dicarboxaldehyde